BrC1=C(C(=O)OC)C=C(C(=C1)N1CCC(CC1)CO)F methyl 2-bromo-5-fluoro-4-[4-(hydroxymethyl)piperidin-1-yl]benzoate